oxazol-2-amine trifluoroacetate salt FC(C(=O)O)(F)F.O1C(=NC=C1)N